3-phenyl-N-[4-(1-pyrrolidinyl-sulfonyl)phenyl]acrylamide C1(=CC=CC=C1)C=CC(=O)NC1=CC=C(C=C1)S(=O)(=O)N1CCCC1